C1(=CC=CC=C1)[C@H](O)C1CCOCC1 (R)-phenyl-(tetrahydro-2H-pyran-4-yl)methanol